tert-butyl ((S)-1-(((S)-1-((4-(hydroxymethyl)-3-nitrophenyl)amino)-1-oxo-5-ureidopentan-2-yl)amino)-3-methyl-1-oxobutan-2-yl)carbamate OCC1=C(C=C(C=C1)NC([C@H](CCCNC(=O)N)NC([C@H](C(C)C)NC(OC(C)(C)C)=O)=O)=O)[N+](=O)[O-]